2-chloroethyl ethyl sulfid C(C)SCCCl